FC=1C(=CC2=C(NC(O2)=O)C1)NC(=O)N[C@@H](C)C=1N(N=CN1)C1=NC=CC=N1 1-(5-fluoro-2-oxo-3H-1,3-benzoxazol-6-yl)-3-[(1S)-1-(2-pyrimidin-2-yl-1,2,4-triazol-3-yl)ethyl]urea